CC(C)(C)OC(=O)N(C)CCN N-(2-aminoethyl)-N-methylcarbamic acid tert-butyl ester